bis(cyclopentadienyl)bis[2,6-difluoro-3-(N-benzyl-2,2-dimethylpropionylamino)phenyl]titanium C1(C=CC=C1)[Ti](C1=C(C(=CC=C1F)N(CC1=CC=CC=C1)C(C(C)(C)C)=O)F)(C1=C(C(=CC=C1F)N(CC1=CC=CC=C1)C(C(C)(C)C)=O)F)C1C=CC=C1